O=C1C=C2C(=CN1)C1CCC(C2)N1C(=O)NC=1C=C2C=CC(=NC2=CC1)C(F)(F)F (±)-3-oxo-N-(2-(trifluoromethyl)quinolin-6-yl)-3,5,6,7,8,9-hexahydro-2H-6,9-epimino-cyclohepta[c]pyridine-10-carboxamide